C(C)N(C(C1=C(C=CC(=C1)F)C1=C2C=NN(C2=CC(=C1)[C@H]1CN(CC1)CC1(CCC(CC1)N)O)C)=O)C(C)C N-ethyl-5-fluoro-2-{1-methyl-6-[(3S)-1-{[(1r,4r)-4-amino-1-hydroxycyclohexyl]methyl}pyrrolidin-3-yl]-1H-indazol-4-yl}-N-(isopropyl)benzamide